FC(CC1NC(OC12CCNCC2)=O)(F)F 4-(2,2,2-trifluoroethyl)-1-oxa-3,8-diazaspiro[4.5]decan-2-one